CC(C)(C(C)C)S 2,3-dimethyl-2-butanethiol